(3,5-Dimethylisoxazol-4-yl)(7-((7-methyl-6-azaspiro[3.4]octan-6-yl)sulfonyl)-3,4-dihydroisoquinolin-2(1H)-yl)methanone CC1=NOC(=C1C(=O)N1CC2=CC(=CC=C2CC1)S(=O)(=O)N1CC2(CCC2)CC1C)C